O1CC(C1)C1=CC(=NO1)C(=O)N[C@H]1CCN([C@@H]2C[C@H]12)C(=O)OCC1=CC=CC=C1 benzyl (1R,5S,6R)-5-(5-(oxetan-3-yl)isoxazole-3-carboxamido)-2-azabicyclo[4.1.0]heptane-2-carboxylate